NCC1=CC=C(C=C1)CN(C1=C(C(=NN1C(C1=CC=CC=C1)=O)C1C(CN(CC1)CC(=O)N1CCOCC1)C)OC)C 2-{4-[5-({[4-(aminomethyl)phenyl]methyl}(methyl)amino)-1-benzoyl-4-methoxy-1H-pyrazol-3-yl]-3-methylpiperidin-1-yl}-1-(morpholin-4-yl)ethan-1-one